6-(2-(tert-butylamino)-2-oxoacetyl)-N-(3-cyano-4-fluorophenyl)-3,4-dihydro-1H-pyrrolo[2,1-c][1,4]oxazine-8-carboxamide C(C)(C)(C)NC(C(=O)C1=CC(=C2COCCN21)C(=O)NC2=CC(=C(C=C2)F)C#N)=O